1,3,5-tris(4-vinyl-phenyl)benzene C(=C)C1=CC=C(C=C1)C1=CC(=CC(=C1)C1=CC=C(C=C1)C=C)C1=CC=C(C=C1)C=C